COC(C1=C(C(=CC=C1)Br)C)=O bromo-2-methylbenzoic acid methyl ester